O[C@@H](C)C=1N(C=CN1)CC1=NOC(=C1)C1=CC=C(C=C1)C#CC=1C=CC(=NC1)CNCCC#N (S)-3-(((5-((4-(3-((2-(1-hydroxyethyl)-1H-imidazol-1-yl)methyl)isoxazol-5-yl)phenyl)ethynyl)pyridin-2-yl)methyl)amino)propanenitrile